[C-]1(C=CC=C1)\C(=C/C1=C(C=C(C=C1OC)OC)OC)\C1=C(C=C(C=C1)OC)OC.[CH-]1C=CC=C1.[Fe+2] (E)-6-(2-ferrocenyl-2-(2,4-dimethoxyphenyl)vinyl)-1,3,5-trimethoxybenzene